CC(C)C=1OC(=CC1N(C(=O)N)S(N(C1CN(CCC1)C)C=1C=NN(C1)C)(=O)=O)C(C)C [2,5-bis(propan-2-yl)furan-3-yl]-1-[(1-methyl-1H-pyrazol-4-yl)(1-methylpiperidin-3-yl)sulfamoyl]urea